4-(((7-fluoroquinazolin-4-yl)amino)methyl)phenylboronic acid FC1=CC=C2C(=NC=NC2=C1)NCC1=CC=C(C=C1)B(O)O